N(=[N+]=[N-])CC1=CC=C(C=C1)OC 4-(azidomethyl)-1-methoxybenzene